CC=1C=C(C=C2CCC(C12)NS(=O)(=O)C)C=1C2=C(N=C(N1)N1[C@H](CC1)C)CCC2 N-(7-methyl-5-(2-((S)-2-methylazetidin-1-yl)-6,7-dihydro-5H-cyclopenta[d]pyrimidin-4-yl)-2,3-dihydro-1H-inden-1-yl)methanesulfonamide